N[C@@H]1C2=CC=CC=C2CC12CCN(CC2)C=2NC(C1=C(N2)NN=C1C1=CCCC=2N(C3=CC=CC=C3C12)C)=O (S)-6-(1-amino-1,3-dihydrospiro[indene-2,4'-piperidine]-1'-yl)-3-(9-methyl-2,9-dihydro-1H-carbazol-4-yl)-1,5-dihydro-4H-pyrazolo[3,4-d]pyrimidin-4-one